C(C=C)(=O)N[C@H]1[C@@H](CCC1)NC(=O)C=1SC=2N=CC=C3N(C(NC1C23)=O)C2=CC(=CC=C2)C=2C=NC=CC2 N-((1R,2R)-2-Acrylamidocyclopentyl)-4-oxo-5-(3-(pyridin-3-yl)phenyl)-4,5-dihydro-3H-1-thia-3,5,8-triazaacenaphthylene-2-carboxamide